Adamantanol C1C2CC3CC1CC(C2)(C3)O